tert-butyl 4-[7-[(8-fluoro-7-methoxy-2-methyl-imidazo[1,2-a]pyridin-6-yl)carbamoyl]-1H-indol-4-yl]piperazine-1-carboxylate FC=1C=2N(C=C(C1OC)NC(=O)C=1C=CC(=C3C=CNC13)N1CCN(CC1)C(=O)OC(C)(C)C)C=C(N2)C